(E)-4-oxo-2-Hexenal O=C(/C=C/C=O)CC